Pentyl-anisol C(CCCC)C1=C(C=CC=C1)OC